2-(2-((tert-butoxycarbonyl)amino)ethoxy)-4-(2-(2,4-difluorophenoxy)-5-(ethylsulfonylamino)phenyl)-6-methylpyridine 1-oxide C(C)(C)(C)OC(=O)NCCOC1=[N+](C(=CC(=C1)C1=C(C=CC(=C1)NS(=O)(=O)CC)OC1=C(C=C(C=C1)F)F)C)[O-]